ALLYLCYCLOHEXYLPROPIONATE C1=CC(=CC(=C1)F)/C=N\N=C/C2=CC(=CC=C2)F